FC1=CC(=C(C=C1)C1=CC(=CC=C1)C=1OC2=C(N1)C=C(C=C2C(F)(F)F)CN[C@@H]2[C@@H](CCC2)O)C2=NN=CN2C (1R,2S)-2-(((2-(4'-Fluoro-2'-(4-methyl-4H-1,2,4-triazol-3-yl)-[1,1'-biphenyl]-3-yl)-7-(trifluoromethyl)benzo[d]oxazol-5-yl)methyl)amino)cyclopentan-1-ol